(R)-N-((4-((4-(dimethylamino)-1-(phenylthio)butan-2-yl)amino)-3-nitrophenyl)sulfonyl)-4-methyltetrahydro-2H-pyran-4-carboxamide CN(CC[C@H](CSC1=CC=CC=C1)NC1=C(C=C(C=C1)S(=O)(=O)NC(=O)C1(CCOCC1)C)[N+](=O)[O-])C